C1(=CC=C(C=C1)CN1C2=C(C(C(CC1=O)C(=O)OC)O)C=CC=C2)C2=CC=CC=C2 Methyl 1-([1,1'-biphenyl]-4-ylmethyl)-5-hydroxy-2-oxo-2,3,4,5-tetrahydro-1H-benzo[b]azepine-4-carboxylate